Methyl[1-(3,4-dimethoxyphenyl)ethyl]carbamat COC(NC(C)C1=CC(=C(C=C1)OC)OC)=O